C1[N]C[C@@H]2CCCC[C@H]12 (3aR,7aS)-octahydro-2λ2-isoindole